C[Si](O[Si](O[Si](OCC)(OCC)C)(C)C)(OCC)OCC 1,3,3,5-tetramethyl-1,1,5,5-tetraethoxytrisiloxane